ClC1=NC=2N(C(=C1)N(C(OC(C)(C)C)=O)CC=1N=C3N(C=CC=C3)C1C1CC1)N=CC2C(C)C tert-butyl (5-chloro-3-isopropylpyrazolo[1,5-a]pyrimidin-7-yl)((3-cyclopropylimidazo[1,2-a]pyridin-2-yl)methyl)carbamate